N-(1-(6-Chloro-1-(3,4-difluoro-5-hydroxyphenyl)-1H-indazol-5-yl)azetidin-3-yl)propane-2-sulfonamide ClC1=C(C=C2C=NN(C2=C1)C1=CC(=C(C(=C1)O)F)F)N1CC(C1)NS(=O)(=O)C(C)C